CC([C@@H](C(=O)N1[C@@H]([C@H]2C([C@H]2C1)(C)C)C(=O)OC)NC=1SC=C(N1)C)(C)C Methyl (1R,2S,5S)-3-((S)-3,3-dimethyl-2-((4-methylthiazol-2-yl)amino)butanoyl)-6,6-dimethyl-3-azabicyclo[3.1.0]hexane-2-carboxylate